4-(2-hydroxydecylamino)butanoic acid OC(CNCCCC(=O)O)CCCCCCCC